IC1=C(C)C=C(C=C1)Cl 2-iodo-5-chlorotoluene